2-[1-[(2,3-difluorophenyl)methyl]-5-oxopyrrolidin-2-yl]-N-(2-phenylethyl)acetamid FC1=C(C=CC=C1F)CN1C(CCC1=O)CC(=O)NCCC1=CC=CC=C1